trans-6-bromo-3-methyl-2-hexen-1-ol BrCCCC(=CCO)C